C(C)(C)OC=1C=C(C=CC1)C(=C)B1OC(C(O1)(C)C)(C)C 2-[1-(3-isopropoxyphenyl)vinyl]-4,4,5,5-tetramethyl-1,3,2-dioxaborolane